tert-butyl (R)-3-((2-(N,N-bis(4-methoxybenzyl)sulfamoyl)-4-bromo-3-(2-(4-methoxybenzyl)-2H-tetrazol-5-yl)phenyl)sulfonamido)pyrrolidine-1-carboxylate COC1=CC=C(CN(S(=O)(=O)C2=C(C=CC(=C2C=2N=NN(N2)CC2=CC=C(C=C2)OC)Br)S(=O)(=O)N[C@H]2CN(CC2)C(=O)OC(C)(C)C)CC2=CC=C(C=C2)OC)C=C1